2-bromo-6-[4-(3-hydroxypropyl)-1-piperidyl]benzaldehyde BrC1=C(C=O)C(=CC=C1)N1CCC(CC1)CCCO